tert-butyl N-[(3S)-1-{5-[2-(2,6-dichlorophenyl)-3-oxopyridazine-4-amido]-1,2-dimethyl-1,3-benzodiazol-4-yl}pyrrolidin-3-yl]carbamate ClC1=C(C(=CC=C1)Cl)N1N=CC=C(C1=O)C(=O)NC1=C(C2=C(N(C(=N2)C)C)C=C1)N1C[C@H](CC1)NC(OC(C)(C)C)=O